COC(CNC(=O)C1=NC(=CN=C1O)C1=CC=C(C=C1)Cl)=O (6-(4-chlorophenyl)-3-hydroxypyrazine-2-carbonyl)glycine methyl ester